2-naphthyloctadecyl-benzoylmethyl-sulfonium C1=C(C=CC2=CC=CC=C12)CCCCCCCCCCCCCCCCCC[S+](C)C(C1=CC=CC=C1)=O